N-methyl-1-(4-((3-(trifluoromethoxy)benzyl)oxy)benzyl)azetidine-3-carboxamide CNC(=O)C1CN(C1)CC1=CC=C(C=C1)OCC1=CC(=CC=C1)OC(F)(F)F